1-bromo-2,4-difluoro-5-nitrobenzene BrC1=C(C=C(C(=C1)[N+](=O)[O-])F)F